Cl.N1CC(C1)NC1=CC(=C(C=C1)C(=O)N1CCCC1)Cl (4-(azetidin-3-ylamino)-2-chlorophenyl)(pyrrolidin-1-yl)methanone hydrochloride